(3R)-3-hydroxycyclopentanecarboxylic acid O[C@H]1CC(CC1)C(=O)O